Heptylthioether C(CCCCCC)SCCCCCCC